FC1=CC=C(CN2C=C3C(C=4C=CC=NC24)=CCN(C3)CC3=CC(=CC=C3)C#N)C=C1 6-(4-fluorobenzyl)-3-(3-cyanobenzyl)-2,3,4,6-tetrahydropyrido[3,4-c][1,8]naphthyridine